C1(CC1)C1=C(C=CC=C1)C=1C=C2C(CC3(CN(CC3)C(=O)C3=NC(=C(C=C3)O)C)C2=CC1)O (5-(2-cyclopropylphenyl)-3-hydroxy-2,3-dihydrospiro[indene-1,3'-pyrrolidin]-1'-yl)(5-hydroxy-6-methylpyridin-2-yl)methanone